2-methyl-4-(1H-pyrazol-1-yl)aniline CC1=C(N)C=CC(=C1)N1N=CC=C1